CC1=C(C(=CC(=C1)C)C)C1=C(C=CC=C1)P(C1=CC=CC=C1)(C(C1=CC=CC=C1)=O)=O 2,4,6-trimethylphenylbenzoyldiphenylphosphine oxide